CC(CC)NC(COC1=C(C=CC(=C1)OC)C=O)=O N-(BUTAN-2-YL)-2-(2-FORMYL-5-METHOXYPHENOXY)ACETAMIDE